C(C1=CC=CC=C1)OC(=O)N1C[C@@H](N(CC1)CCN1CCC(CC1)CN1CCN(CC1)C=1C=C2CN(C(C2=CC1)=O)C1C(NC(CC1)=O)=O)C (3S)-4-[2-[4-[[4-[2-(2,6-dioxo-3-piperidyl)-1-oxo-isoindolin-5-yl]piperazin-1-yl]methyl]-1-piperidyl]ethyl]-3-methyl-piperazine-1-carboxylic acid benzyl ester